C(#N)C[C@H]1[C@@](C1)(C)NS(=O)(=O)C=1C=C2C(N(C(N(C2=CC1)CC)=O)CC)=O N-((1S,2S)-2-(cyanomethyl)-1-methylcyclopropyl)-1,3-diethyl-2,4-dioxo-1,2,3,4-tetrahydroquinazoline-6-sulfonamide